BrC1=CN=CC(=N1)NC(=O)[C@H]1NC[C@](C1)(C)F (2s,4r)-N-(6-bromopyrazin-2-yl)-4-fluoro-4-methylpyrrolidine-2-carboxamide